C(C)(C)NC(OC1CC(CC1)C1=NN(C(=C1)NC1=CC2=C(C=N1)SC(=N2)COC)C(C)(C)C)=O 3-(1-(tert-butyl)-5-((2-(methoxymethyl)thiazolo[5,4-c]pyridin-6-yl)amino)-1H-pyrazol-3-yl)cyclopentyl isopropylcarbamate